[Se].[In].[V] vanadium indium selenium